2-(5-methylpyridin-2-yl)-3-oxo-6-((tetrahydro-2H-pyran-4-yl)methyl)-2,3-Dihydropyridazine-4-carboxylic acid CC=1C=CC(=NC1)N1N=C(C=C(C1=O)C(=O)O)CC1CCOCC1